C(C)(C)(C)C1=CC=C(C(=O)NC=2C=C3C(=NC(=NC3=CC2)C2=CC3=CC=CC=C3C=C2)NC2=CC(=C(C=C2)F)Cl)C=C1 4-(tert-butyl)-N-(4-((3-chloro-4-fluorophenyl)amino)-2-(naphthalen-2-yl)quinazolin-6-yl)benzamide